C1(=CC=CC=C1)CCC(=O)N1CCC2(C(C2)CNC(=O)N2CC=3C=NC=CC3C2)CC1 N-[[6-(3-phenylpropanoyl)-6-azaspiro[2.5]octan-2-yl]methyl]-1,3-dihydropyrrolo[3,4-c]pyridine-2-carboxamide